C(C)(C)(C)OC(=O)N1C[C@@H](N(CC1)C1=NC=CC2=C1C(=CN2C2=NC=CC(=C2)C#N)C2=C(C=CC=C2)F)C.ClCCCCCCCCCl 1,8-Dichlorooctan tert-butyl-(S)-4-(1-(4-cyanopyridin-2-yl)-3-(2-fluorophenyl)-1H-pyrrolo[3,2-c]pyridin-4-yl)-3-methylpiperazine-1-carboxylate